1,3-diethoxybenzene C(C)OC1=CC(=CC=C1)OCC